C(#N)C1=C(C(=C(C(=C1)C1=CC(=NC=C1)OCC(C)(N1N=CC(=C1)S(N)(=O)=O)C)CC(=O)O)C(C)C)F 2-(4-cyano-3-fluoro-2-isopropyl-6-(2-(2-methyl-2-(4-sulfamoyl-1H-pyrazol-1-yl)propoxy)pyridin-4-yl)phenyl)acetic acid